6-(cyclopropylamino)-1-methylpyrimidine-2,4(1H,3H)-dione C1(CC1)NC1=CC(NC(N1C)=O)=O